FC1(CCC(CC1)CN1N=CC=2C1=NC=C(C2)NC(C=C)=O)F N-(1-((4,4-difluorocyclohexyl)methyl)-1H-pyrazolo[3,4-b]pyridin-5-yl)acrylamide